4-(8-(trifluoromethyl)-5,6,7,8-tetrahydro-1,6-naphthyridin-2-yl)piperazine-1-carboxylic acid tert-butyl ester C(C)(C)(C)OC(=O)N1CCN(CC1)C1=NC=2C(CNCC2C=C1)C(F)(F)F